C[C@@H]1CN2N=CC(C3=NN(C=4C=CC(OCCOCCO1)=CC34)C3OCCCC3)=C2 (7R)-7-methyl-19-(oxan-2-yl)-8,11,14-trioxa-4,5,19,20-tetraazatetracyclo[13.5.2.12,5.018,21]tricosa-1(20),2(23),3,15(22),16,18(21)-hexaene